4-amino-2-methylpyridin NC1=CC(=NC=C1)C